N-(2-amino-4-chlorophenyl)-2-((1S,4S)-4-(6-fluoroquinolin-4-yl)cyclohexyl)propionamide NC1=C(C=CC(=C1)Cl)NC(C(C)C1CCC(CC1)C1=CC=NC2=CC=C(C=C12)F)=O